zinc sulfide chromium [Cr+3].[S-2].[Zn+2]